FC(C(=O)O)(F)F.C(C1=CC=CC=C1)OC([C@@H](NC(=O)[C@@H]1NCC[C@@H](C1)C1=CC=CC=C1)C)=O ((2R,4S)-4-phenylpiperidine-2-carbonyl)-L-alanine benzyl ester trifluoroacetate